C(C)(C)C1=C(C=CC=C1)NC(=S)NC(=O)NCCCC1=CC=C(C=C1)C1=NN(C=N1)C1=CC=C(C=C1)OC(F)(F)F 1-[(2-isopropylphenyl)carbamothioyl]-3-[3-[4-[1-[4-(trifluoromethoxy)phenyl]-1H-1,2,4-triazol-3-yl]phenyl]propyl]urea